COC([C@H](C1CC1)OC1=C(C=C(C(=C1)F)Br)C1=NOCC1OCCCC)=O Methyl-(2S)-2-[4-bromo-5-fluoro-2-(4-butoxy-4,5-dihydroisoxazol-3-yl)phenoxy]-2-cyclopropylacetat